(1R,3S,5R)-2-(2-(3-acetyl-7-methyl-5-(2-methylpyrimidin-5-yl)-1H-indazol-1-yl)acetyl)-5-methyl-N-(6-(trifluoromethyl)pyridin-2-yl)-2-azabicyclo[3.1.0]hexane-3-carboxamide C(C)(=O)C1=NN(C2=C(C=C(C=C12)C=1C=NC(=NC1)C)C)CC(=O)N1[C@@H]2C[C@@]2(C[C@H]1C(=O)NC1=NC(=CC=C1)C(F)(F)F)C